N(C)CC(=O)OC(CCCCCCCCCCCCCCC)=O.[Mg] magnesium palmitoyl sarcosinate